(R)-8-(benzyloxy)-5-(2-(benzo[d]thiazol-5-ylamino)-1-hydroxyethyl)quinolin-2(1H)-one C(C1=CC=CC=C1)OC=1C=CC(=C2C=CC(NC12)=O)[C@H](CNC=1C=CC2=C(N=CS2)C1)O